Sodium Propionate C(CC)(=O)[O-].[Na+]